OC(C(=O)[O-])(CCCCCCCCCCCCCCCC)O.[Zn+2].OC(C(=O)[O-])(CCCCCCCCCCCCCCCC)O zinc bishydroxystearate